(E)-3-[4-Butoxy-3-(methoxymethoxy)phenyl]-1-[2-hydroxy-4-(methoxymethoxy)phenyl]prop-2-en-1-one C(CCC)OC1=C(C=C(C=C1)/C=C/C(=O)C1=C(C=C(C=C1)OCOC)O)OCOC